4-cyano-4-[3-(cyclopentyloxy)-4-methoxyphenyl]cyclohexanecarboxylic acid C(#N)C1(CCC(CC1)C(=O)O)C1=CC(=C(C=C1)OC)OC1CCCC1